FC1=C(C=CC(=N1)C(=O)N)N1CCN(CC1)C([2H])([2H])C=1C(=C2NC(C(=NC2=CC1)C)=O)F 6-fluoro-5-(4-((5-fluoro-2-methyl-3-oxo-4H-quinoxalin-6-yl)methyl-d2)piperazin-1-yl)pyridine-2-formamide